5-methoxy-6-({6-[(1R,2S)-5'-methoxy-2'-oxo-1',2'-dihydrospiro[cyclopropane-1,3'-indol]-2-yl]-1H-indazol-3-yl}amino)-N,N-dimethylpyridine-3-sulfonamide COC=1C=C(C=NC1NC1=NNC2=CC(=CC=C12)[C@@H]1C[C@@]12C(NC1=CC=C(C=C21)OC)=O)S(=O)(=O)N(C)C